2-(((5Z,8Z,11Z,14Z)-nonadeca-5,8,11,14-tetraen-1-yl)oxy)butanoic acid C(CCC\C=C/C\C=C/C\C=C/C\C=C/CCCC)OC(C(=O)O)CC